methyl (R)-2-amino-6,6,6-trifluorohexanoate N[C@@H](C(=O)OC)CCCC(F)(F)F